(4R)-ethyl-5-(3-amino-4-hydroxyphenyl)-4-((tert-butoxycarbonyl) amino)-2-methylpentanoate C(C)OC(C(C[C@H](CC1=CC(=C(C=C1)O)N)NC(=O)OC(C)(C)C)C)=O